ClC1=C(C=C(C=C1C(=O)N1[C@H](C=2C(CC1)=C(N(N2)C)C2=CC(=CC(=C2)F)F)C)F)N2CC1(CCN1C(=O)OC(C)(C)C)C2 |r| tert-butyl 6-[2-chloro-5-fluoro-3-[rac-(7S)-3-(3,5-difluorophenyl)-2,7-dimethyl-5,7-dihydro-4H-pyrazolo[3,4-c]pyridine-6-carbonyl]phenyl]-1,6-diazaspiro[3.3]heptane-1-carboxylate